[Na].CS methyl mercaptan sodium salt